(R)-1-(5-chloro-2-fluoropyridin-3-yl)ethyl (4-(5-aminopyridin-2-yl)-1-methyl-1H-1,2,3-triazol-5-yl)carbamate NC=1C=CC(=NC1)C=1N=NN(C1NC(O[C@H](C)C=1C(=NC=C(C1)Cl)F)=O)C